C(C)S(=O)(=O)O.N[Na] amino-sodium ethanesulfonate